COC1=NC2=CC=CC=C2C(=C1)C(=O)N1CCCCC1 1-(2-methoxyquinoline-4-carbonyl)piperidin